S1C2=C(C=C1NC(=O)N[C@@H]1C(N(C[C@H]1C1=C(C=C(C=C1F)OC)F)CCO)=O)C=CC=C2 |o1:9,13| (-)-1-(benzo[b]thiophen-2-yl)-3-[(3S*,4R*)-4-(2,6-difluoro-4-methoxyphenyl)-1-(2-hydroxyethyl)-2-oxopyrrolidin-3-yl]urea